ClC=1C=CC(=C(C1)[C@H]1C[C@H](C1)NC(=O)C=1C=NN(C1)[C@@H](C)C1=NC=C(C=C1F)N1C([C@@H]2C[C@@H]2C1)=O)C#N |o1:19| N-((cis)-3-(5-chloro-2-cyanophenyl)cyclobutyl)-1-((S or R)-1-(3-fluoro-5-((1R,5S)-2-oxo-3-azabicyclo[3.1.0]hexan-3-yl)pyridin-2-yl)ethyl)-1H-pyrazole-4-carboxamide